FC=1C=C(CC=2C(=NC=CC2)C(=O)NC2=NN(C=C2)C)C=CC1 (3-fluorobenzyl)-N-(1-methyl-1H-pyrazol-3-yl)pyridineamide